FC1=CC=C(C=C1)NC(=O)C1(CC1)C(=O)NC1=CC=C(C=C1)OC1=CC=NC2=CC(=CC=C12)C=1C=NOC1 1-N'-(4-fluorophenyl)-1-N-[4-[7-(1,2-oxazol-4-yl)quinolin-4-yl]Oxyphenyl]Cyclopropane-1,1-dicarboxamide